4-(3-methyl-1H-pyrrolo[2,3-b]pyridin-4-yl)-N-(1-((S)-piperidin-2-yl)ethyl)-3,4-dihydro-2H-1,4-thiazine-6-carboxamide hydrochloride Cl.CC1=CNC2=NC=CC(=C21)N2CCSC(=C2)C(=O)NC(C)[C@H]2NCCCC2